C1(CC1)CC1(SCCCS1)C(=O)OCC ethyl 2-(cyclopropylmethyl)-1,3-dithiane-2-carboxylate